CCCCCCCC/C=C\\CCCCCCCCC(C(=O)[O-])O The molecule is a 2-hydroxy fatty acid anion resulting from the deprotonation of the carboxy group of 2-hydroxygondoic acid; major species at pH 7.3. It is a conjugate base of a 2-hydroxygondoic acid.